OC(CC(=O)OC)C methyl 3-hydroxybutyrate